N-[4-fluoro-5-(2-morpholin-4-ylpyrimidin-5-yl)-2-[rac-(3R)-3,4-dimethylpiperazin-1-yl]phenyl]-1-methyl-3-(trifluoromethyl)pyrazole-4-carboxamide FC1=CC(=C(C=C1C=1C=NC(=NC1)N1CCOCC1)NC(=O)C=1C(=NN(C1)C)C(F)(F)F)N1C[C@H](N(CC1)C)C |r|